3-(4-carbamoylphenyl)-3-oxopropanoic acid ethyl ester C(C)OC(CC(=O)C1=CC=C(C=C1)C(N)=O)=O